(S) or (R)-1-ethyl-4-fluoro-N'-(((S)-3-methyl-1,2,3,5,6,7-hexahydrodicyclopenta[b,e]pyridin-8-yl)carbamoyl)-1H-pyrazole-3-sulfonimidamide C(C)N1N=C(C(=C1)F)[S@](=O)(N)=NC(NC1=C2C(=NC3=C1CCC3)[C@H](CC2)C)=O |o1:8|